N=1C=C(N2C1C=NC=C2)C(=O)N2CCC1=CC=C(C=C21)C(=O)NC2=CC(=CC(=C2)C(F)(F)F)CN2CCN(CC2)C 1-(imidazo[1,2-a]pyrazine-3-carbonyl)-N-(3-((4-methylpiperazin-1-yl)methyl)-5-(trifluoromethyl)phenyl)indoline-6-carboxamide